(CIS)-N-(1-methoxypropan-2-yl)-2-((((CIS)-4-phenylcyclohexyl)oxy)methyl)-3-(1H-pyrazol-3-yl)piperidine-1-carboxamide COCC(C)NC(=O)N1[C@H]([C@H](CCC1)C1=NNC=C1)CO[C@@H]1CC[C@@H](CC1)C1=CC=CC=C1